C1CCCC12NCCN(C2)C(=O)OCC[Si](C)(C)C 2-(trimethylsilyl)ethyl 6,9-diazaspiro[4.5]decane-9-carboxylate